3,6-dichloro-o-benzoquinone ClC=1C(C(C(=CC1)Cl)=O)=O